CC(=O)[C@@H](O)[C@H](O)CO 1-desoxy-D-xylulose